ClC1=C(C=CC=C1)C#CC(CCC=C)(O)C1=CC=CC=C1 1-(2-chlorophenyl)-3-phenylhept-6-en-1-yn-3-ol